6-(trifluoromethoxy)pyridin-3-yl (3'R)-5',5'-difluoro-2-oxo[1,3'-bipiperidine]-1'-carboxylate FC1(C[C@H](CN(C1)C(=O)OC=1C=NC(=CC1)OC(F)(F)F)N1C(CCCC1)=O)F